1-(5Z,8Z,11Z,14Z-eicosatetraenoyl)-2-docosanoyl-glycero-3-phospho-(1'-sn-glycerol) CCCCCCCCCCCCCCCCCCCCCC(=O)O[C@H](COC(=O)CCC/C=C\C/C=C\C/C=C\C/C=C\CCCCC)COP(=O)(O)OC[C@H](CO)O